C(C)N1N=C(C=C1)C(=O)OC1CN(C1)C=1N=C(C2=C(N1)CC[S+]2[O-])N(C2CCOCC2)C [1-[4-[methyl(tetra-hydropyran-4-yl)amino]-5-oxido-6,7-dihydro-thieno[3,2-d]pyrimidin-5-ium-2-yl]azetidin-3-yl] 1-ethylpyrazole-3-carboxylate